(S)-N5-(4-fluorophenyl)-2-(4-methylphenylsulfonamido)-N1-(4-morpholinophenyl)pentanediamide FC1=CC=C(C=C1)NC(CC[C@@H](C(=O)NC1=CC=C(C=C1)N1CCOCC1)NS(=O)(=O)C1=CC=C(C=C1)C)=O